1-Methyl-4-(4,4,5,5-tetramethyl-1,3,2-dioxaborol-2-yl)-1H-indole-6-carboxamide CN1C=CC2=C(C=C(C=C12)C(=O)N)B1OC(C(O1)(C)C)(C)C